Tert-butyl (2-(((2-amino-5-bromopyridin-3-yl)methyl)amino)ethyl)carbamate NC1=NC=C(C=C1CNCCNC(OC(C)(C)C)=O)Br